N-{4-[(5-Chloro-thiophen-2-ylmethyl)-(methyl)amino]-2-methylphenyl}-2-(3-methoxyphenyl)-acetamide ClC1=CC=C(S1)CN(C1=CC(=C(C=C1)NC(CC1=CC(=CC=C1)OC)=O)C)C